2-(6-(((1s,2s,3r,5r)-2-fluoro-1,5-dimethyl-8-azabicyclo[3.2.1]oct-3-yl)oxy)pyridazin-3-yl)-5-(1-methyl-1H-pyrazol-4-yl)phenol F[C@H]1[C@@]2(CC[C@](C[C@H]1OC1=CC=C(N=N1)C1=C(C=C(C=C1)C=1C=NN(C1)C)O)(N2)C)C